(2R,4R)-N-((S)-1-((3-chloro-5-methylbenzyl)amino)-1-oxopropan-2-yl)-4-phenylpyrrolidine-2-carboxamide hydrochloride Cl.ClC=1C=C(CNC([C@H](C)NC(=O)[C@@H]2NC[C@H](C2)C2=CC=CC=C2)=O)C=C(C1)C